O=C1C(C(CC1)CC(=O)OC)CCCCC methyl [3-oxo-2-pentylcyclopentyl]acetate